OC(C)C=1C=C(C=C2C(C=C(OC12)N1CCC(CC1)C(=O)NC)=O)C 1-[8-(1-hydroxyethyl)-6-methyl-4-oxo-chromen-2-yl]-N-methyl-piperidine-4-carboxamide